5-((5-(4-cyclopropylphenyl)oxazol-2-yl)amino)-N'-hydroxypicolinimidamide C1(CC1)C1=CC=C(C=C1)C1=CN=C(O1)NC=1C=CC(=NC1)C(N)=NO